3-fluoro-4-methyl-5-oxo-2-(tetrahydro-2H-pyran-2-yl)-4,5-dihydro-2H-pyrazolo[4,3-b]pyridin-7-yl trifluoromethanesulfonate FC(S(=O)(=O)OC=1C=2C(N(C(C1)=O)C)=C(N(N2)C2OCCCC2)F)(F)F